CC=1NC2=C(C(=CC(=C2C1C)C1=C(C(=CC=C1)N1C=NC2=CC=CC=C2C1=O)C)OCCN1CCOCC1)C(=O)N 2,3-dimethyl-4-(2-methyl-3-(4-oxoquinazolin-3(4H)-yl)phenyl)-6-(2-morpholinoethoxy)-1H-indole-7-carboxamide